1-(4-((1-(4-(2,6-dioxopiperidin-3-yl)phenyl)azetidin-3-yl)ethynyl)-1H-pyrazol-1-yl)cyclobutane-1-carboxamide benzyl-(2S,4R)-4-(difluoromethyl)pyrrolidine-2-carboxylate C(C1=CC=CC=C1)OC(=O)[C@H]1NC[C@@H](C1)C(F)F.O=C1NC(CCC1C1=CC=C(C=C1)N1CC(C1)C#CC=1C=NN(C1)C1(CCC1)C(=O)N)=O